FC(OC=1C=C(C(=O)OC)C=C(C1NC)[N+](=O)[O-])F methyl 3-(difluoromethoxy)-4-(methylamino)-5-nitrobenzoate